4-(4-((1R,5S)-3,8-diazabicyclo[3.2.1]octan-3-yl)-8-fluoro-2-((5-methylisoxazol-3-yl)methoxy)quinazolin-7-yl)naphthalen-2-ol [C@H]12CN(C[C@H](CC1)N2)C2=NC(=NC1=C(C(=CC=C21)C2=CC(=CC1=CC=CC=C21)O)F)OCC2=NOC(=C2)C